C(=CCCCCCCCCCCCCCCCC)OC[C@@H](OC=CCCCCCCCCCCCCCCCC)COP(=O)([O-])OCC[N+](C)(C)C 1,2-dioctadecenyl-sn-glycero-3-phosphocholine